COC(C=1C(C(=O)OC)=CC=CC1)=O DIMETHYLPHTHALATE